Benzyl 4-[2-[5-carbamoyl-4-[5-[(3,4-difluorophenyl)methylcarbamoyl]-2-thienyl]-6-isobutyl-3-(5-methyl-1,3,4-oxadiazol-2-yl)-2-pyridyl]ethyl]piperidine-1-carboxylate C(N)(=O)C=1C(=C(C(=NC1CC(C)C)CCC1CCN(CC1)C(=O)OCC1=CC=CC=C1)C=1OC(=NN1)C)C=1SC(=CC1)C(NCC1=CC(=C(C=C1)F)F)=O